S(N)(=O)(=O)NC(CC)=O N-sulfamoylpropionamide